C1(=O)OCC2=CC=CC=C12 phthalide